5-(4-((7-Ethyl-6-oxo-5,6-dihydro-1,5-naphthyridin-3-yl)methyl)piperazin-1-yl)-N-(2-Hydroxypropyl)pyridineamide C(C)C=1C(NC=2C=C(C=NC2C1)CN1CCN(CC1)C=1C=CC(=NC1)C(=O)NCC(C)O)=O